COC(C1=C(C=CC=C1)CNCC1CCCCC1)=O (((cyclohexylmethyl)amino)methyl)benzoic acid methyl ester